3-Bromo-2-(5-fluoropyridin-2-yl)-4,5,6,7-tetrahydro-4,7-ethanopyrazolo[1,5-a]pyridine BrC=1C(=NN2C1C1CCC2CC1)C1=NC=C(C=C1)F